7-(4-methyl-4H-1,2,4-triazol-3-yl)-4-azaspiro[2.5]octane CN1C(=NN=C1)C1CCNC2(CC2)C1